2,2-DIMETHYL-3-OXOHEPT-6-ENAL CC(C=O)(C(CCC=C)=O)C